(±)-tert-butyl 4-(((cis)-4-hydroxy-2-(4-(methoxycarbonyl)phenyl)piperidin-1-yl)methyl)-5-methoxy-7-methyl-1H-indole-1-carboxylate O[C@@H]1C[C@@H](N(CC1)CC1=C2C=CN(C2=C(C=C1OC)C)C(=O)OC(C)(C)C)C1=CC=C(C=C1)C(=O)OC |r|